BrC1=CC2=C(C(CCO2)=O)C=C1 7-bromo-2,3-dihydrobenzopyran-4-one